1-(11Z-docosenoyl)-2-pentadecanoyl-glycero-3-phosphoserine CCCCCCCCCCCCCCC(=O)O[C@H](COC(=O)CCCCCCCCC/C=C\CCCCCCCCCC)COP(=O)(O)OC[C@@H](C(=O)O)N